C[NH+](CC[C@@H](NC(=O)C=1SC2=NC=3CC[C@@H](CC3C=C2N1)C(C)(C)C)C=1C=NC(=CC1)NS(N(C)C)(=O)=O)CC1=CC=NN1 |r| methyl-(1H-pyrazol-5-ylmethyl)-[rac-(3R)-3-[6-(dimethylsulfamoylamino)-3-pyridyl]-3-[[rac-(7S)-7-tert-butyl-5,6,7,8-tetrahydrothiazolo[5,4-b]quinoline-2-carbonyl]amino]propyl]ammonium